tert-butyl N-[(3S)-1-[7-((8-fluoro-2-methylimidazo[1,2-a]pyridin-6-yl)carbamoyl)-2-methylindazol-4-yl]pyrrolidin-3-yl]carbamate FC=1C=2N(C=C(C1)NC(=O)C1=CC=C(C3=CN(N=C13)C)N1C[C@H](CC1)NC(OC(C)(C)C)=O)C=C(N2)C